FC=1C=C(C=NC1)OC1=CC=C(N=N1)NC(=O)C1C(C1(C)C)(C)C N-[6-[(5-fluoro-3-pyridyl)oxy]pyridazin-3-yl]-2,2,3,3-tetramethyl-cyclopropanecarboxamide